4-(2,2-difluorovinyl)-4'-vinyl-1,1'-biphenyl FC(=CC1=CC=C(C=C1)C1=CC=C(C=C1)C=C)F